C(C)C1=C(C=CC(=C1)Br)O Ethyl-p-Bromophenol